2-amino-N-(3-(4-(3-(2,4-dihydroxy-5-isopropylphenyl)-5-hydroxy-4H-1,2,4-triazol-4-yl)phenoxy)propyl)acetamide NCC(=O)NCCCOC1=CC=C(C=C1)N1C(=NN=C1O)C1=C(C=C(C(=C1)C(C)C)O)O